2-(2-pyridinyldisulfanyl)ethanamine hydrochloride Cl.N1=C(C=CC=C1)SSCCN